S(N)(OC[C@@H]1[C@H](C[C@@H](C1)NC1=NC=NC=C1C(=O)C=1SC=C(C1)[C@H]1OCCC2=CC(=CC=C12)Cl)O)(=O)=O [(1R,2S,4R)-4-[[5-[4-[(1S)-6-chloroisochroman-1-yl]thiophene-2-carbonyl]pyrimidin-4-yl]amino]-2-hydroxy-cyclopentyl]methyl sulfamate